methyl trans-4-[(5-fluoro-2-methyl-3-pyridyl)methyl]cyclohexanecarboxylate FC=1C=C(C(=NC1)C)C[C@@H]1CC[C@H](CC1)C(=O)OC